methyl 3-(1-(3,4-dichlorophenyl) pyrrolidin-3-yl)-2-fluorobenzoate ClC=1C=C(C=CC1Cl)N1CC(CC1)C=1C(=C(C(=O)OC)C=CC1)F